CC1=C(C(=O)NC2(CC2)C2=CC(=NC3=CC=CC=C23)C=2C=NN(C2)C)C=C(C=C1)N1CCN(CC1)CC1COC1 2-methyl-N-(1-(2-(1-methyl-1H-pyrazol-4-yl)quinolin-4-yl)cyclopropyl)-5-(4-(oxetan-3-ylmethyl)piperazin-1-yl)benzamide